C(C)(=O)OC1C(OC(C(C1OC(C)=O)OC(C)=O)=O)C(=O)O 3,4,5-triacetoxy-6-oxo-tetrahydro-pyran-2-carboxylic acid